ClC1=CC(=C(C=C1)C=1C2=C(N=C(N1)[C@H]1C[C@@H](OCC1)C=1C=NN(C1)C1CC1)N=C(C(=C2)C)C)F 4-(4-chloro-2-fluorophenyl)-2-((2R,4R)-2-(1-cyclopropyl-1H-pyrazol-4-yl)tetrahydro-2H-pyran-4-yl)-6,7-dimethylpyrido[2,3-d]pyrimidine